O=C1NCC(N1)C(=O)NC1=CC=C2C(=N1)NC=C2 2-oxo-N-(1H-pyrrolo[2,3-b]pyridin-6-yl)imidazolidine-4-carboxamide